4-(3,8-diazabicyclo[3.2.1]octan-3-yl)benzonitrile 2HCl Cl.Cl.C12CN(CC(CC1)N2)C2=CC=C(C#N)C=C2